1,3-dipalmitoyl-2-oleoylglycerol C(CCCCCCCCCCCCCCC)(=O)OCC(OC(CCCCCCC\C=C/CCCCCCCC)=O)COC(CCCCCCCCCCCCCCC)=O